4-(4-cyclopropyl-1H-imidazol-1-yl)-5-((R)-3-hydroxypyrrolidin-1-yl)-N-((R)-5-methyl-5,6-dihydrobenzo[f]tetrazolo[1,5-d][1,4]oxazepin-8-yl)picolinamide C1(CC1)C=1N=CN(C1)C1=CC(=NC=C1N1C[C@@H](CC1)O)C(=O)NC1=CC=CC=2C=3N([C@@H](COC21)C)N=NN3